N-hydroxyl-1-((2-fluoro-4'-(4-methylpiperazine-1-yl)-[1,1'-biphenyl]-4-yl)sulfonyl)-1,2,3,6-tetrahydropyridine-4-formamide ONC(=O)C=1CCN(CC1)S(=O)(=O)C1=CC(=C(C=C1)C1=CC=C(C=C1)N1CCN(CC1)C)F